BrC1=C(C=NN(C1=O)COCC[Si](C)(C)C)N[C@H](COCCC(=O)O)C (S)-3-(2-((5-Bromo-6-oxo-1-((2-(trimethylsilyl)ethoxy)methyl)-1,6-dihydropyridazine-4-yl)amino)propoxy)propionic acid